Cl.ClCCCN1CCCC1 1-(3-chloropropyl)pyrrolidine hydrochloride